2-bromo-3',5'-di-tert-butyl-6-chloro-1,1'-biphenyl BrC1=C(C(=CC=C1)Cl)C1=CC(=CC(=C1)C(C)(C)C)C(C)(C)C